C(C)OC(C=CC(=O)C1=C(C=CC(=C1)[N+](=O)[O-])F)=O ethyl-4-(2-fluoro-5-nitrophenyl)-4-oxobut-2-enoate